5'-TBDMS-3'-aminothymidine [Si](C)(C)(C(C)(C)C)C([C@@H]1[C@](C[C@@H](O1)N1C(=O)NC(=O)C(C)=C1)(O)N)O